4-amino-N-((5S)-6,6-difluoro-2-(trifluoromethyl)-6,7-dihydro-5H-cyclopenta[b]pyridin-5-yl)-7-fluoro-N-methyl-1,3-dihydro-furo[3,4-c]quinoline-8-carboxamide NC1=NC=2C=C(C(=CC2C2=C1COC2)C(=O)N(C)[C@@H]2C(CC1=NC(=CC=C12)C(F)(F)F)(F)F)F